P(OC1=C(C=C(C=C1)C(C)(C)C)C(C)(C)C)(OC1=C(C=C(C=C1)C(C)(C)C)C(C)(C)C)OC1=C(C=C(C=C1)C(C)(C)C)C(C)(C)C tri(2,4-di-tertiary-butylphenyl) phosphite